FC1=C2C=CN(C2=C(C=C1)C(=O)NC1CC2(CCC2)C1)[C@H](C)C1=CC=C(C=C1)C1=CC(=CC=C1)OC (Sa)-6-(4-Fluoro-1-((R)-1-(3'-methoxy-[1,1'-biphenyl]-4-yl)ethyl)-1H-indol-7-carboxamido)spiro[3.3]heptan